FC=1C(=C(C(=CC1)F)C1=C(N(C=C1C(=O)OC)C)C(=O)C1=CC=C(C=C1)CC1CCN(CC1)C(=O)OC(C)(C)C)C Tert-butyl 4-({4-[3-(3,6-difluoro-2-methylphenyl)-4-(methoxycarbonyl)-1-methylpyrrole-2-carbonyl]phenyl}methyl)piperidine-1-carboxylate